8-fluoro-3-(3-(4-(2-fluoro-4-nitrophenyl)-3,6-dihydropyridin-1(2H)-yl)propyl)-5-methylisoquinolin-1(2H)-one FC=1C=CC(=C2C=C(NC(C12)=O)CCCN1CCC(=CC1)C1=C(C=C(C=C1)[N+](=O)[O-])F)C